methyl 1-(piperidin-4-ylsulfonyl)-1H-pyrrole-3-carboxylate N1CCC(CC1)S(=O)(=O)N1C=C(C=C1)C(=O)OC